(2-(4-ethylphenylamino)benzo[d]oxazol-5-yl)-2-chloro-5-nitrobenzamide C(C)C1=CC=C(C=C1)NC=1OC2=C(N1)C=C(C=C2)C=2C(=C(C(=O)N)C=C(C2)[N+](=O)[O-])Cl